methyl 6-(3-isopropoxy-phenyl)-naphthalene-2-carboxylate C(C)(C)OC=1C=C(C=CC1)C=1C=C2C=CC(=CC2=CC1)C(=O)OC